N,N-dibenzyl-6,6-dimethylpiperidin-3-amine C(C1=CC=CC=C1)N(C1CNC(CC1)(C)C)CC1=CC=CC=C1